3-(3-hydroxybutanoyloxy)butanoic acid OC(CC(=O)OC(CC(=O)O)C)C